3-methyl-6-(3-pyridin-4-yl-propoxy)-2-thieno[3,2-c]pyridin-6-yl-quinazolin-4-one CN1C(=NC2=CC=C(C=C2C1=O)OCCCC1=CC=NC=C1)C1=CC2=C(C=N1)C=CS2